2-[Methyl(pyridin-2-ylmethyl)amino]-1,3-oxazole-4-carboxylic acid Methyl-2-[methyl(pyridin-2-ylmethyl)amino]-1,3-oxazole-4-carboxylate COC(=O)C=1N=C(OC1)N(CC1=NC=CC=C1)C.CN(C=1OC=C(N1)C(=O)O)CC1=NC=CC=C1